5-Fluoro-3-iodo-6-(2-methoxyethoxy)-1H-indazole FC=1C=C2C(=NNC2=CC1OCCOC)I